tetra-silazane lithium [Li].[SiH3]N[SiH2]N[SiH2]N[SiH3]